NC(C(C)(N)C1=CC(=NC(=C1)C1=CC=C(C=C1)F)OC1[C@@H]2CN(C[C@H]12)C(=O)OC(C)(C)C)=O |r| tert-butyl rac-(1R,5S,6s)-6-((4-(1,2-diamino-1-oxopropan-2-yl)-6-(4-fluorophenyl)pyridin-2-yl)oxy)-3-azabicyclo[3.1.0]hexane-3-carboxylate